CNNC(CCNNC)CCC N,N'-dimethylaminopropyl-1,3-propanediamine